1-((1H-indol-3-yl)methyl)-6,7-dimethoxy-2-(2-(meth-ylsulfonyl)ethyl)-1,2,3,4-tetrahydroisoquinoline N1C=C(C2=CC=CC=C12)CC1N(CCC2=CC(=C(C=C12)OC)OC)CCS(=O)(=O)C